(R)-N-(1-Ethynylethyl)glycin C(#C)[C@@H](C)NCC(=O)O